OC1=C(C(N(C=C1C)C)=O)NC(N[C@@H](CC(=O)OCC)C=1C=C(C=CC1)C1=C(C=CC=C1)C)=O ethyl (S)-3-(3-(4-hydroxy-1,5-dimethyl-2-oxo-1,2-dihydropyridin-3-yl)ureido)-3-(2'-methylbiphenyl-3-yl)propanoate